C1(=CC=C(C=C1)C1=NC(=NC(=N1)Cl)C1=CC=CC2=C1SC1=C2C=CC=C1)C1=CC=CC=C1 2-([1,1'-biphenyl]-4-yl)-4-chloro-6-(dibenzo[b,d]thiophen-4-yl)-1,3,5-triazine